ClC1=CC2=C([C@@H](C[C@@H](O2)C(=O)NC23CC(C2)(C3)NC(COC3=CC(=C(C=C3)Cl)F)=O)O)C=C1F (2R,4R)-7-chloro-N-{3-[2-(4-chloro-3-fluorophenoxy)acetamido]bicyclo[1.1.1]pentan-1-yl}-6-fluoro-4-hydroxy-3,4-dihydro-2H-1-benzopyran-2-carboxamide